C(CCCCCCC#N)#N octandinitrile